B(O)(O)O.[F].[F] difluorine borate